S(=O)(=O)([O-])[O-].C(CCCCCCCCCCC)C1=CC=CC=C1.[Na+].[Na+] sodium dodecylbenzene sulfoate